SC1=NC=CC(=N1)C 2-mercapto-4-methylpyrimidine